p-acetyl-bromobenzene C(C)(=O)C1=CC=C(C=C1)Br